COCCO[C@H]1[C@@H](O[C@@H]([C@H]1O)CO)N1C=NC=2C(=O)NC(N)=NC12 2'-O-METHOXYETHYLGUANOSINE